7-(2-hydroxy-prop-2-yl)quinoline-4-carboxylic acid methyl ester COC(=O)C1=CC=NC2=CC(=CC=C12)C(C)(C)O